2'-{[1-(1,4-Diazepane-1-sulfonyl)piperidin-4-yl]amino}-7'-(2-methylcyclopentyl)spiro[cyclopropane-1,5'-pyrrolo[2,3-d]pyrimidin]-6'-one N1(CCNCCC1)S(=O)(=O)N1CCC(CC1)NC=1N=CC2=C(N1)N(C(C21CC1)=O)C1C(CCC1)C